OC1([C@@H](C=CC(=C1)C(=O)O)C(=O)O)C(=O)O (R)-2-hydroxy-1,2,4-benzenetricarboxylic acid